N-(4-methyl-3-nitrophenyl)isonicotinamide CC1=C(C=C(C=C1)NC(C1=CC=NC=C1)=O)[N+](=O)[O-]